tetrasulfophenyl-iron S(=O)(=O)(O)C=1C(=C(C(=C(C1)[Fe])S(=O)(=O)O)S(=O)(=O)O)S(=O)(=O)O